tert-Butyl (S)-3-(morpholine-4-carbonyl)-3,4-dihydroisoquinoline-2(1H)-carboxylate N1(CCOCC1)C(=O)[C@H]1N(CC2=CC=CC=C2C1)C(=O)OC(C)(C)C